ClC=1C=C(C=C(C1)C(=O)OC)B(O)O [3-Chloro-5-(methoxycarbonyl)phenyl]boronic acid